5-vinyl-5,6,7,8-tetrahydro-1,6-naphthyridine C(=C)C1C=2C=CC=NC2CCN1